6,7-dichloro-1-(2-(2-propanyl)phenyl)-4-(4-(2-propenoyl)-1-piperazinyl)pyrido[2,3-d]pyrimidin-2(1H)-one ClC1=CC2=C(N(C(N=C2N2CCN(CC2)C(C=C)=O)=O)C2=C(C=CC=C2)C(C)C)N=C1Cl